(S)-N-(4-((3-chloro-4-fluorophenyl)carbamoyl)-7-fluoro-2,3-dihydro-1H-inden-1-yl)thiazole-5-carboxamide ClC=1C=C(C=CC1F)NC(=O)C1=C2CC[C@@H](C2=C(C=C1)F)NC(=O)C1=CN=CS1